2-((((4-nitrophenoxy)carbonyl)oxy)methyl)propane-1,3-diyl bis(2-octyl decanoate) C(CCCCCCC)C(C(=O)OCC(COC(C(CCCCCCCC)CCCCCCCC)=O)COC(=O)OC1=CC=C(C=C1)[N+](=O)[O-])CCCCCCCC